3-[tertbutyl(dimethyl)silyl]oxypropanal C(C)(C)(C)[Si](OCCC=O)(C)C